5-fluoro-2-((4-fluoro-2-isopropyl-phenyl)amino)-nicotinic acid FC=1C=NC(=C(C(=O)O)C1)NC1=C(C=C(C=C1)F)C(C)C